ClC1=CN=C(S1)C1=CC(=CC(=N1)NC1=CC2=C(C=N1)N(C(N2[C@H]2C[C@@H](CC2)NC(OC)=O)=O)C([2H])([2H])[2H])C(C)(C)O Methyl ((1R,3R)-3-(6-((6-(5-chlorothiazol-2-yl)-4-(2-hydroxypropan-2-yl)pyridin-2-yl)amino)-3-(methyl-d3)-2-oxo-2,3-dihydro-1H-imidazo[4,5-c]pyridin-1-yl)cyclopentyl)carbamate